(E)-4-(tert-butyl)-N-(2-(3-(hydroxyamino)-3-oxoprop-1-en-1-yl)-1H-indol-5-yl)benzamide C(C)(C)(C)C1=CC=C(C(=O)NC=2C=C3C=C(NC3=CC2)\C=C\C(=O)NO)C=C1